[N+](=[N-])=CC(CC[C@@H](C(=O)OC(C)C)NC([C@H](CC1=CC=C(C=C1)O)OC(C)C)=O)=O isopropyl (S)-6-diazo-2-((S)-3-(4-hydroxyphenyl)-2-isopropoxypropanamido)-5-oxohexanoate